[Br-].BrCCCCCCCCCCCCCCCC[N+](C)(C)C (16-bromohexadecyl)-trimethylammonium bromide